6-(5-(1,1-difluoro-2,3-dihydroxypropan-2-yl)-2-methylphenyl)-N-isopropylpyrazine-2-carboxamide FC(C(CO)(O)C=1C=CC(=C(C1)C1=CN=CC(=N1)C(=O)NC(C)C)C)F